FC=1C=C(C=CC1F)[C@@H]1[C@@H](O[C@]([C@@H]1C)(C(F)(F)F)C)C(=O)NC1=CC(=NC=C1)C(=O)N (2R,3R,4R,5R)-4-[[3-(3,4-Difluorophenyl)-4,5-dimethyl-5-(trifluoromethyl)tetrahydrofuran-2-carbonyl]amino]pyridin-2-carboxamid